O=CCOC(C(=CC1=CC=CC=C1)C#N)=O 2-oxoethyl-2-cyano-3-phenylacrylate